C(C)N1CC=2C=C(C(N(C2CC1)C)=O)C(=O)O 6-Ethyl-1-methyl-2-oxo-7,8-dihydro-5H-1,6-naphthyridine-3-carboxylic acid